N[C@@H]1C[C@@H](N(C1)C(=O)NC1=CC=C(C=C1)Cl)C(=O)NC1=C(C=CC(=C1)C(CCC1CC1)(C1=CC(=CC=C1)C#N)N)F (2R,4R)-4-amino-N2-(5-((+)-1-amino-1-(3-cyanophenyl)-3-cyclopropyl-propyl)-2-fluorophenyl)-N1-(4-chlorophenyl)pyrrolidine-1,2-dicarboxamide